N(=C=O)CC1=CC(=CC(=C1)C)CN=C=O 1,3-Bis(isocyanatomethyl)-5-methylbenzol